C(C)(C)(C)OC(N[C@@H]1CO[C@H](C[C@@H]1OC)C(=O)N1[C@H](C2=CC=CC=C2CC1)C1=CC=C(C=C1)F)=O ((3R,4S,6R)-6-((S)-1-(4-fluorophenyl)-1,2,3,4-tetrahydroisoquinoline-2-carbonyl)-4-methoxytetrahydro-2H-pyran-3-yl)carbamic acid tert-butyl ester